5',6'-bis(3,6-di-tert-butyl-9H-carbazol-9-yl)-4,4''-bis(3-methyl-9H-carbazol-9-yl)-3'-(6-methylpyridin-2-yl)-[1,1':4',1''-terphenyl]-2'-carbonitrile C(C)(C)(C)C=1C=CC=2N(C3=CC=C(C=C3C2C1)C(C)(C)C)C1=C(C(=C(C(=C1N1C2=CC=C(C=C2C=2C=C(C=CC12)C(C)(C)C)C(C)(C)C)C1=CC=C(C=C1)N1C2=CC=CC=C2C=2C=C(C=CC12)C)C#N)C1=NC(=CC=C1)C)C1=CC=C(C=C1)N1C2=CC=CC=C2C=2C=C(C=CC12)C